(S)-N-((3-cyano-5-fluoro-4-((1-(3-fluoroazetidin-1-yl)-5-(4-fluorophenyl)pentan-3-yl)amino)phenyl)sulfonyl)-1-methoxycyclopentane-1-carboxamide C(#N)C=1C=C(C=C(C1N[C@H](CCN1CC(C1)F)CCC1=CC=C(C=C1)F)F)S(=O)(=O)NC(=O)C1(CCCC1)OC